FC(C(=O)O)(F)F.FC(C(=O)O)(F)F.CC1=C(C(=O)N[C@H](C)C2=CC=CC3=CC=CC=C23)C=C(C=C1)NCC1=CC=NC=C1 (R)-2-methyl-N-(1-(naphthalen-1-yl)ethyl)-5-((pyridin-4-ylmethyl)amino)benzamide bis(2,2,2-trifluoroacetate)